di-tert-butylphosphinane C(C)(C)(C)C1(CCPCC1)C(C)(C)C